1-ethyl-6-fluoro-3-methyl-1H-1,3-benzodiazol-3-ium C(C)N1C=[N+](C2=C1C=C(C=C2)F)C